Benzyl ((2S,3R)-1-(((S)-1-(2-acryloyl-2-(3-amino-3-oxopropyl)hydrazineyl)-3-cyclohexyl-1-oxopropan-2-yl)amino)-3-(tert-butoxy)-1-oxobutan-2-yl)carbamate C(C=C)(=O)N(NC([C@H](CC1CCCCC1)NC([C@H]([C@@H](C)OC(C)(C)C)NC(OCC1=CC=CC=C1)=O)=O)=O)CCC(=O)N